N-((4r,5s,7r,8r,9s,10r)-8,10-dihydroxy-7-(hydroxymethyl)-9-(4-(3,4,5-trifluorophenyl)-1H-1,2,3-triazol-1-yl)-1,6-dioxaspiro[4.5]dec-4-yl)benzo[d]thiazole-4-carboxamide O[C@H]1[C@H](O[C@@]2([C@@H](CCO2)NC(=O)C=2C=CC=C3C2N=CS3)[C@@H]([C@H]1N1N=NC(=C1)C1=CC(=C(C(=C1)F)F)F)O)CO